[C@H]12OC[C@H](N(C1)C1=NC3=C(C=C(C=C3C(N1C)=O)C)[C@@H](C)NC=1C(=NC(=CC1)Cl)C(=O)NS(=O)(=O)C)C2 3-(((R)-1-(2-((1R,4R)-2-oxa-5-azabicyclo[2.2.1]heptan-5-yl)-3,6-dimethyl-4-oxo-3,4-dihydroquinazolin-8-yl)ethyl)amino)-6-chloro-N-(methylsulfonyl)picolinamide